(4-(3-(piperidin-1-yl)cyclobutoxy)phenyl)acetamide N1(CCCCC1)C1CC(C1)OC1=CC=C(C=C1)CC(=O)N